2-(4-methylpiperazino)-pyridine-4-boronic acid CN1CCN(CC1)C1=NC=CC(=C1)B(O)O